BrC1=CC2=C(N=C(S2)C2=CC=CC=C2)C=C1 6-bromo-2-phenyl-1,3-benzthiazole